C1(CC1)O[C@H]1C[C@H](C2(C1)CCN(CC2)C2=NC(=CN=C2CO)C)NC(OC(C)(C)C)=O tert-butyl ((1R,3R)-3-cyclopropoxy-8-(3-(hydroxymethyl)-6-methylpyrazin-2-yl)-8-azaspiro[4.5]decan-1-yl)carbamate